4-Phenylnaphthalen-2-ol C1(=CC=CC=C1)C1=CC(=CC2=CC=CC=C12)O